methyl-ethyl-naphthalene tert-butyl-(S)-4-(((R)-2-methoxypropyl)(4-(5,6,7,8-tetrahydro-1,8-naphthyridin-2-yl)butyl)amino)-2-((5-methylpyrimidin-2-yl)amino)butanoate C(C)(C)(C)OC([C@H](CCN(CCCCC1=NC=2NCCCC2C=C1)C[C@@H](C)OC)NC1=NC=C(C=N1)C)=O.CC1=C(C2=CC=CC=C2C=C1)CC